C(C)(C)(C)OC(=O)N1C[C@@H](C[C@@H](C1)F)N=[N+]=[N-] (3r,5s)-3-azido-5-fluoropiperidine-1-carboxylic acid tert-butyl ester